1-[2-[[1-(4-chlorophenyl)pyrazol-3-yl]oxymethyl]-3-methyl-phenyl]-4-methyl-tetrazol-5-one ClC1=CC=C(C=C1)N1N=C(C=C1)OCC1=C(C=CC=C1C)N1N=NN(C1=O)C